C(C1=CC=CC=C1)N1C(=NC(=C1)C1=C(C=CC(=C1)F)F)[C@@H](C(C)(C)C)NCCCN1C(C2=CC=CC=C2C1=O)=O 2-[3-({(1R)-1-[1-Benzyl-4-(2,5-difluorophenyl)-1H-imidazol-2-yl]-2,2-dimethylpropyl}amino)propyl]-1H-isoindole-1,3(2H)-dione